F[C@H]1CN(CC[C@H]1OC)C1=NC=CC(=C1)NC1=NC2=C(C(=CC(=C2C=N1)N1CC(C1)C1S(C(CCC1)C)(=O)=O)NC(C=C)=O)C(C)C N-(2-((2-((3S,4R)-3-fluoro-4-methoxypiperidin-1-yl)pyridin-4-yl)amino)-8-isopropyl-5-(3-(6-methyl-1,1-dioxidotetrahydro-2H-thiopyran-2-yl)azetidin-1-yl)quinazolin-7-yl)acrylamide